N-(3-acetyl-1-(2-((2-(3-chloro-2-fluorobenzylamino)-2-oxoethyl)(isopropyl)-amino)-2-oxoethyl)-1H-indazol-5-yl)-3,3-dimethylbutanamide C(C)(=O)C1=NN(C2=CC=C(C=C12)NC(CC(C)(C)C)=O)CC(=O)N(C(C)C)CC(=O)NCC1=C(C(=CC=C1)Cl)F